racemic-6-(1-methyl-2-oxo-1,2-dihydropyridin-4-yl)-4-azaspiro[2.4]heptane-4-carboxylic acid tert-butyl ester C(C)(C)(C)OC(=O)N1C2(CC2)C[C@@H](C1)C1=CC(N(C=C1)C)=O |r|